methyl 1-((5-(azetidin-3-yl)-3-methylpyridin-2-yl)methyl)piperidine-4-carboxylate N1CC(C1)C=1C=C(C(=NC1)CN1CCC(CC1)C(=O)OC)C